FC=1C=C(N)C=C(C1C=1C=NC(=CC1)C)F 3,5-Difluoro-4-(6-methylpyridin-3-yl)aniline